(S)-N-((4-bromo-5-(trifluoromethyl)thiophen-2-yl)methyl)-2-methylpropane-2-sulfinamide BrC=1C=C(SC1C(F)(F)F)CN[S@@](=O)C(C)(C)C